(RS)-1-[2,5-dichloro-4-(1,1,2,3,3,3-hexafluoropropoxy)phenyl]-3-(2,6-difluorobenzoyl)urea ClC1=C(C=C(C(=C1)OC([C@H](C(F)(F)F)F)(F)F)Cl)NC(=O)NC(C1=C(C=CC=C1F)F)=O |r|